5-(4-chlorophenyl)-2-mercapto-1,3,4-oxadiazole ClC1=CC=C(C=C1)C1=NN=C(O1)S